FC1=C(C(=O)N[C@H](C(=O)OC)CC2=CC=C(C=3N2C=CN3)C=3C(N(C(=CC3C)C)C)=O)C(=CC(=C1)N1[C@H](COCC1)C(F)(F)F)F methyl (S)-2-(2,6-difluoro-4-((R)-3-(trifluoromethyl)morpholino) benzamido)-3-(8-(1,4,6-trimethyl-2-oxo-1,2-dihydropyridin-3-yl)imidazo[1,2-a]pyridin-5-yl)propanoate